4-Chloro-5-iodo-6-phenylpyrimidin-2-amine ClC1=NC(=NC(=C1I)C1=CC=CC=C1)N